2-([1,2,4]triazolo[1,5-a]pyridin-6-yl)-4-amino-5-(2-chloro-5-fluorophenyl)-6-(4-methoxybenzyl)-5,6-dihydro-7H-pyrrolo[3,4-b]pyridin-7-one N=1C=NN2C1C=CC(=C2)C2=CC(=C1C(=N2)C(N(C1C1=C(C=CC(=C1)F)Cl)CC1=CC=C(C=C1)OC)=O)N